2-[2,6-bis(oxo)piperidin-3-yl]-5-[2-[2-[2-[2-[[2-[4-[6-(dimethylamino)pyridin-3-yl]-phenyl]-1,3-benzothiazol-6-yl]amino]ethoxy]ethoxy]ethoxy]ethoxy]isoindole-1,3-dione O=C1NC(CCC1N1C(C2=CC=C(C=C2C1=O)OCCOCCOCCOCCNC1=CC2=C(N=C(S2)C2=CC=C(C=C2)C=2C=NC(=CC2)N(C)C)C=C1)=O)=O